CC(COC(=O)CCCC(OC(=O)OC1CC(NC(C1)(C)C)(C)C)(OC(=O)OC1CC(NC(C1)(C)C)(C)C)OC(=O)OC1CC(NC(C1)(C)C)(C)C)(C)C1OCC2(CO1)COC(OC2)C(COC(=O)CCCC(OC(=O)OC2CC(NC(C2)(C)C)(C)C)(OC(=O)OC2CC(NC(C2)(C)C)(C)C)OC(=O)OC2CC(NC(C2)(C)C)(C)C)(C)C 3,9-Bis[1,1-dimethyl-2-{tris(2,2,6,6-tetramethyl-4-piperidyloxycarbonyloxy)butylcarbonyloxy}ethyl]-2,4,8,10-tetraoxaspiro[5.5]Undecan